1-BROMO-4-(DIFLUOROMETHYL)-2-METHOXYBENZENE BrC1=C(C=C(C=C1)C(F)F)OC